N1=CC=C(C=C1)C=1N=C(C2=C(N1)C=NC=C2CO)N2CCC1(CCNC1)CC2 (2-(pyridin-4-yl)-4-(2,8-diazaspiro[4.5]decan-8-yl)pyrido[3,4-d]pyrimidin-5-yl)methanol